tert-butyl N-{3-[(2-nitrobenzenesulfonamido)methyl]bicyclo[1.1.1]pentan-1-yl}carbamate [N+](=O)([O-])C1=C(C=CC=C1)S(=O)(=O)NCC12CC(C1)(C2)NC(OC(C)(C)C)=O